methyl 2-(6-(3,6-dihydro-2H-pyran-4-yl)-3-methoxypyridin-2-yl)acetate O1CCC(=CC1)C1=CC=C(C(=N1)CC(=O)OC)OC